C1(CC1)C=1N=C2N(N=CC=C2C(=O)NC2CCC(CC2)(F)F)C1C(=O)N 2-cyclopropyl-N8-(4,4-difluorocyclohexyl)imidazo[1,2-b]pyridazine-3,8-dicarboxamide